BrC1=CC=NC2=CC(=C(C=C12)Cl)C1=C2C=NNC2=CC=C1C 4-bromo-6-chloro-7-(5-methyl-1H-indazol-4-yl)quinoline